5-Chloro-6'-(o-chlorophenoxy)-salicylanilide ClC1=CC=C(C(C(=O)NC2=CC=CC=C2OC2=C(C=CC=C2)Cl)=C1)O